5-chloro-1'-[2-({1-[(trans)-3-hydroxy-3-methylcyclobutyl]-1H-pyrazolo[3,4-b]pyridin-5-yl}oxy)ethyl]-1,2-dihydrospiro[indole-3,4'-piperidin]-2-one ClC=1C=C2C(=CC1)NC(C21CCN(CC1)CCOC=1C=C2C(=NC1)N(N=C2)C2CC(C2)(C)O)=O